COC1=CC(=C(C=C1CCNCC2=CC=CC=C2O)OC)C#N The molecule is a secondary amino compound that is 4-(2-aminoethyl)-2,5-dimethoxybenzonitrile in which one of the hydrogens of the amino group has been replaced by a 2-hydroxybenzyl group. A 5-hydroxytryptamine 2A receptor agonist. It has a role as a hallucinogen and a 5-hydroxytryptamine 2A receptor agonist. It is a nitrile, a member of phenols, a secondary amino compound and an aromatic ether. It is a conjugate base of a 4-{2-[(2-hydroxybenzyl)amino]ethyl}-2,5-dimethoxybenzonitrile(1+).